3-benzyloxypropyl-cyclobutane C(C1=CC=CC=C1)OCCCC1CCC1